CC=1C(=NON1)C(=O)N[C@@H](CCC(C(F)(F)F)(C)C)C=1N=C2N(N=CC(=C2)C[C@@H]2C(N[C@@H](C2)C(F)(F)F)=O)C1 4-Methyl-N-((S)-5,5,5-trifluoro-4,4-dimethyl-1-(7-(((3S,5S)-2-oxo-5-(trifluoromethyl)pyrrolidin-3-yl)methyl)imidazo[1,2-b]pyridazin-2-yl)pentyl)-1,2,5-oxadiazole-3-carboxamide